C(C)NC1CCC(CC1)NCC N,N'-diethyl-1,4-cyclohexanediamine